C(CC1=CC=CC=C1)[SiH](C1=CC=CC=C1)C1=CC=CC=C1 phenethyldiphenylsilane